dicyclopropylmethylketone C1(CC1)C(C1CC1)C(=O)C(C1CC1)C1CC1